di(2-methyl-1-aziridinylcarbonyl)methane tert-butyl-(2R,3R,7aS)-3-(2-(benzyloxy)ethyl)-2-(hydroxymethyl)tetrahydro-1H-pyrrolizine-7a(5H)-carboxylate C(C)(C)(C)OC(=O)[C@]12CCCN2[C@@H]([C@@H](C1)CO)CCOCC1=CC=CC=C1.CC1N(C1)C(=O)CC(=O)N1C(C1)C